N,N,N-trimethylbutan-1-ylammonium C[N+](C)(C)CCCC